BrC=1C(=C(C=C(C1)C(F)(F)F)NS(=O)(=O)C1=C(C=C(C=C1C(C)C)C(C)C)C(C)C)C N-(3-Bromo-2-methyl-5-(trifluoromethyl)phenyl)-2,4,6-triisopropylbenzene-sulfonamide